6-allyl-1,3,5-triazine-2,4-diamine C(C=C)C1=NC(=NC(=N1)N)N